3-methoxy-4-(((1s,4s)-4-morpholinocyclohexyl)oxy)aniline COC=1C=C(N)C=CC1OC1CCC(CC1)N1CCOCC1